1-methyl-1H-benzo[d][1,2,3]triazole-5-boronic acid pinacol ester CN1N=NC2=C1C=CC(=C2)B2OC(C)(C)C(C)(C)O2